FC(C1=C(OC2=C(C=CC=C2OC)C2C=3C(NC(C2)=O)=NNC3)C=CC(=C1)C(F)(F)F)F 4-[2-(difluoromethyl)-4-(trifluoromethyl)phenoxyl-3-methoxyphenyl]-2H,4H,5H,6H,7H-pyrazolo[3,4-b]pyridin-6-one